allyl 7-((diethoxyphosphoryl)methyl)-2-naphthoate C(C)OP(=O)(OCC)CC1=CC=C2C=CC(=CC2=C1)C(=O)OCC=C